BrC1=NNC(=N1)C=1N=C2N(C=CC(=N2)C(=O)OC)C1C=1C=NNC1 methyl 2-(3-bromo-1H-1,2,4-triazol-5-yl)-3-(1H-pyrazol-4-yl)imidazo[1,2-a]pyrimidine-7-carboxylate